palladium carbon acetic acid C(C)(=O)O.[C].[Pd]